OC1=C(C=C(C=C1)\C=N\NCCC(=O)O)OC 3-[(2E)-2-[(4-hydroxy-3-methoxy-phenyl)methylene]hydrazino]propanoic acid